fumaric acid di-(4-ethoxy-4-oxo-butan-2-yl) ester C(C)OC(CC(C)OC(\C=C\C(=O)OC(C)CC(=O)OCC)=O)=O